(E)-4-(trifluoromethyl)-2,3-dihydroisoindol-1-one FC(C1=C2CNC(C2=CC=C1)=O)(F)F